4-((cyclopropylmethyl)(4-cyclopropylphenyl)amino)-1-methyl-2-oxo-1,2-dihydropyrido[3,2-d]pyrimidine-6-carbonitrile C1(CC1)CN(C=1C2=C(N(C(N1)=O)C)C=CC(=N2)C#N)C2=CC=C(C=C2)C2CC2